2-acetyl-5-trifluoromethyl-1'-methyl-2H-spiro[benzo[d]isothiazole-3,3'-pyrrolidine]-2',5'-dione 1,1-dioxide C(C)(=O)N1S(C2=C(C=C(C=C2)C(F)(F)F)C12C(N(C(C2)=O)C)=O)(=O)=O